C(\C=C(/C)\CCC=C(C)C)OC(CCCCC)O geranyloxyhexanol